NC=1N=NC(=CC1N1CCN(CC1)CC1CCN(CC1)C1CCN(CC1)C=1C=C2C(N(C(C2=CC1)=O)N1C(NC(CC1)=O)=O)=O)C1=C(C=CC=C1)O 5-(4-((4-(3-amino-6-(2-hydroxyphenyl)pyridazin-4-yl)piperazin-1-yl)methyl)-[1,4'-bipiperidinyl]-1'-yl)-2-(2,4-dioxotetrahydropyrimidin-1(2H)-yl)isoindoline-1,3-dione